BrC1=CC=C(C=C1)C1=NN(C2=CC=CC=C12)CC(C(=O)OCC(F)(F)F)(C)C 2,2,2-Trifluoroethyl 3-(3-(4-bromophenyl)-1H-indazol-1-yl)-2,2-dimethylpropanoate